C(C)(C)(C)OC(=O)N1CCC(CC1)(F)CNC1=NN2C(C=3N(CCOC13)C)=NC(=C2)C 4-[(2,9-Dimethyl-8,9-dihydro-7H-6-oxa-1,3a,4,9-tetraaza-cyclopenta[a]naphthalen-5-ylamino)-methyl]-4-fluoro-piperidine-1-carboxylic acid tert-butyl ester